CC(=CCC=1OC=2C=C(C=C(C2C(C1C1=CC=C(O)C=C1)=O)O)O)C dimethylallyl-genistein